tert-butyl (4,4-diethyl-1-((R)-6-(((3S,4R)-3-hydroxy-2,2-dimethylchroman-4-yl)carbamoyl)chroman-4-yl)-6-oxotetrahydropyrimidin-2(1H)-ylidene)carbamate C(C)C1(NC(N(C(C1)=O)[C@@H]1CCOC2=CC=C(C=C12)C(N[C@H]1[C@@H](C(OC2=CC=CC=C12)(C)C)O)=O)=NC(OC(C)(C)C)=O)CC